Tert-butyl N-[3-(2-cyanoethylamino)propyl]carbamate C(#N)CCNCCCNC(OC(C)(C)C)=O